C(C)(C)(C)OC(=O)N1C[C@H]2C([C@H]2C1)C(NC(C)(C)C1=NC=C2N1C=CC=C2SC=2SC=CN2)=O (1r,5s,6r)-6-((2-(8-(thiazol-2-ylsulfanyl)imidazo[1,5-a]pyridin-3-yl)propan-2-yl)carbamoyl)-3-azabicyclo[3.1.0]hexane-3-carboxylic acid tert-butyl ester